ClC=1C=CC=NC1OC(F)F 5-Chloro-6-(difluoromethoxy)pyridin